4-[(morpholin-4-yl)methyl]-2,3-dihydro-1H-indole N1(CCOCC1)CC1=C2CCNC2=CC=C1